NC=1SC(=C(N1)C)C 2-amino-4,5-dimethylthiazole